NC(C([C@@H](C[C@H]1C(NCC1)=O)NC([C@@H](CC1CCCCC1)NC(=O)C1(C2=CC=CC=C2C=2C=CC=CC12)O)=O)=O)=O N-((R)-1-(((R)-4-amino-3,4-dioxo-1-((S)-2-oxopyrrolidin-3-yl)butan-2-yl)amino)-3-cyclohexyl-1-oxopropan-2-yl)-9-hydroxy-9H-fluorene-9-carboxamide